C(C)(C)(C)[Si](OCC(CN1C(C=2NC3=CC=C(C=C3C2CC1C)F)C1=C(C=C(C=C1F)I)F)(F)F)(C1=CC=CC=C1)C1=CC=CC=C1 2-[3-(tert-butyl-diphenyl-silyloxy)-2,2-difluoro-propyl]-1-(2,6-difluoro-4-iodo-phenyl)-6-fluoro-3-methyl-2,3,4,9-tetrahydro-1H-β-carboline